2,5-dioxopyrrolidin-1-yl 2-(1H-benzo[d][1,2,3]triazol-6-yl)acetate N1N=NC2=C1C=C(C=C2)CC(=O)ON2C(CCC2=O)=O